4-[6-(dibenzylamino)-5-nitropyridin-2-yl]tetrahydropyran-4-carboxylic acid methyl ester COC(=O)C1(CCOCC1)C1=NC(=C(C=C1)[N+](=O)[O-])N(CC1=CC=CC=C1)CC1=CC=CC=C1